N-(3-((2,6-dioxopiperidin-3-yl)amino)phenyl)-3-fluoro-4-(piperidin-1-ylmethyl)benzamide O=C1NC(CCC1NC=1C=C(C=CC1)NC(C1=CC(=C(C=C1)CN1CCCCC1)F)=O)=O